2-(4-(6-(3,5-dimethylisoxazol-4-yl)-4-(2-phenylpiperidin-1-yl)quinazolin-2-yl)piperazin-1-yl)-N,N-dimethylethylamine CC1=NOC(=C1C=1C=C2C(=NC(=NC2=CC1)N1CCN(CC1)CCN(C)C)N1C(CCCC1)C1=CC=CC=C1)C